N,N-diphenyl-9H-carbazol-2-amine C1(=CC=CC=C1)N(C1=CC=2NC3=CC=CC=C3C2C=C1)C1=CC=CC=C1